((3aR,5R,6aR)-6-Hydroxy-2,2-dimethyltetrahydrofuro[2,3-d][1,3]dioxol-5-yl)methyl benzoate C(C1=CC=CC=C1)(=O)OC[C@@H]1C([C@@H]2[C@@H](OC(O2)(C)C)O1)O